3-fluorophenyl-boric acid FC=1C=C(C=CC1)OB(O)O